C(CCCCCCCCC)=O caprinaldehyde